C(C)(C)(C)C=1N(C=CN1)CC1=C(C=C(C=C1)C1=CSC(=C1)CC(C)C)C#N 3-(4-((2-(tert-butyl)-1H-imidazol-1-yl)methyl)-3-cyanophenyl)-5-isobutylthiophene